CN(C)CC1(CC1)COC=1N=C(C2=C(N1)CN(CC2)C2=CC=CC1=CC=CC(=C21)CC)N(C)CC2CCC(N2)=O 5-(((2-((1-((dimethylamino)methyl)cyclopropyl)methoxy)-7-(8-ethylnaphthalen-1-yl)-5,6,7,8-tetrahydropyrido[3,4-d]pyrimidin-4-yl)(methyl)amino)methyl)pyrrolidin-2-one